Cl.FC(C=1C=C(OC2=C3C(=NC=C2)NC=C3C3=NC(=NC=C3)O)C=CC1)(F)F 4-(4-(3-(trifluoromethyl)phenoxy)-1H-pyrrolo[2,3-b]pyridin-3-yl)pyrimidin-2-ol hydrochloride